5-[6-[4-[2-[4-[4-[(2,6-dioxo-3-piperidyl)oxy]phenyl]-1-piperidyl]ethyl]piperazin-1-yl]-3-pyridyl]-3-[3-[[ethyl(methyl)sulfamoyl]amino]-2,6-difluoro-benzoyl]-1H-pyrrolo[2,3-b]pyridine O=C1NC(CCC1OC1=CC=C(C=C1)C1CCN(CC1)CCN1CCN(CC1)C1=CC=C(C=N1)C=1C=C2C(=NC1)NC=C2C(C2=C(C(=CC=C2F)NS(N(C)CC)(=O)=O)F)=O)=O